(2,6-dimethyl-3-oxo-2,3-dihydropyridazin-4-yl)propanal CN1N=C(C=C(C1=O)C(C=O)C)C